N1N=CC(=C1)C=1C=C(C=CC1)NC(=O)N1CCOCC1 N-[3-(1H-pyrazol-4-yl)phenyl]morpholine-4-carboxamide